NC=1C2=C(N=CN1)N(C=C2C(=O)N)[C@@H]2O[C@@H]([C@H]([C@]2(O)C#C)O)CO 4-amino-7-((2R,3R,4R,5R)-3-ethynyl-3,4-dihydroxy-5-hydroxymethyl-tetrahydro-furan-2-yl)-7H-pyrrolo[2,3-d]pyrimidine-5-carboxylic acid amide